C12CN(CC(CC1)O2)[C@@H]2[C@H](CCC2)OC=2C=C1CN(C(C1=CC2)=O)C2C(NC(CC2)=O)=O 3-(5-(((1S,2S)-2-(8-oxa-3-azabicyclo[3.2.1]octan-3-yl)cyclopentyl)oxy)-1-oxoisoindolin-2-yl)piperidine-2,6-dione